N(=[N+]=[N-])CC(CN1C2=C(CCC3=C1C=CC=C3)C=CC(=C2)Cl)O 1-azido-3-(3-chloro-10,11-dihydro-5H-dibenzo[b,f]azepin-5-yl)propan-2-ol